C1(=CC=CC=2C3=CC=CC=C3CC12)[Ti](C)(C)NC(C)(C)C fluorenyl-tertiary butylamino-dimethyl-titanium